6-chloro-8-((1R,2R)-2-(2-(trifluoromethyl)pyrimidin-5-yl)cyclopropyl)imidazo[1,2-b]pyridazine ClC=1C=C(C=2N(N1)C=CN2)[C@H]2[C@@H](C2)C=2C=NC(=NC2)C(F)(F)F